C(C)C(COC(CCCCC(CN(CCCC(=O)OCCN1CCN(CC1)CCSSCCCCN(CC(CCCCCCC(=O)OCCC(C)C)O)CC(CCCCCCC(=O)OCCC(C)C)O)CC(CCCCC(OCC(CC)CC)=O)O)O)=O)CC Diisopentyl 9,9'-((4-((2-(4-(2-((4-(bis(7-(2-ethylbutoxy)-2-hydroxy-7-oxoheptyl)amino)butanoyl)oxy)ethyl)piperazin-1-yl)ethyl)disulfaneyl)butyl)-azanediyl)bis(8-hydroxynonanoate)